(R)-1-(2-chloropyridin-3-yl)ethyl (1-methyl-4-(6-methyl-5-(methylsulfonamido) pyridin-2-yl)-1H-1,2,3-triazol-5-yl)carbamate CN1N=NC(=C1NC(O[C@H](C)C=1C(=NC=CC1)Cl)=O)C1=NC(=C(C=C1)NS(=O)(=O)C)C